FC(OC1=CC=C(C=C1)N1C(C2=CN(C(C(=C2C1)C1=C(C=CC=C1)OCC(F)(F)F)=O)C)=O)F 2-[4-(difluoromethoxy)phenyl]-5-methyl-7-[2-(2,2,2-trifluoroethoxy)phenyl]-1H-pyrrolo[3,4-c]pyridine-3,6(2H,5H)-dione